4-[1-(2-fluorophenyl)ethoxycarbonylamino]-3-methyl-isoxazol FC1=C(C=CC=C1)C(C)OC(=O)NC=1C(=NOC1)C